2,3-dihydro-1lambda6,5-benzothiazepin-3-yl carbamate C(N)(OC1C[SH4]C2=C(N=C1)C=CC=C2)=O